4,4'-(oxybis-2,1-ethanediyl)dimorpholine O(CCN1CCOCC1)CCN1CCOCC1